copper-lead-magnesium [Mg].[Pb].[Cu]